(3aS,4R,6aR)-4-(4-chloro-5-methyl-7H-pyrrolo[2,3-d]pyrimidin-7-yl)-2,2-dimethyl-3a,6a-dihydro-4H-cyclopenta[d][1,3]dioxole-6-carbaldehyde ClC=1C2=C(N=CN1)N(C=C2C)[C@@H]2C=C([C@H]1OC(O[C@H]12)(C)C)C=O